OC1=NOC2=C(C=C1)C=CC(=C2O)CNCC2CCN(CC2)C 3,9-dihydroxy-8-((((1-methylpiperidin-4-yl)methyl)amino)methyl)benzo[5,6]oxazepin